CN1C(=C2OCC3(C(NS(C2=C1)(=O)=O)CN(C3)C(=O)OCC)C)C(NC3=CC(=C(C(=C3)F)F)F)=O Ethyl 7,10a-dimethyl-8-((3,4,5-trifluorophenyl)carbamoyl)-3a,4,10,10a-tetrahydro-1H,7H-dipyrrolo[3,4-b:3',4'-f][1,4,5]oxathiazocine-2(3H)-carboxylate 5,5-dioxide